(R)-N-(3-fluoro-4-((3-((1-hydroxybutan-2-yl)amino)-1H-pyrazolo[3,4-b]pyridin-4-yl)oxy)phenyl)-2-(4-fluorophenyl)-3-oxo-2,3-dihydropyridazine-4-carboxamide FC=1C=C(C=CC1OC1=C2C(=NC=C1)NN=C2N[C@@H](CO)CC)NC(=O)C=2C(N(N=CC2)C2=CC=C(C=C2)F)=O